3-(6-chloro-5-methylpyridazin-3-yl)imidazo[1,2-a]pyridine-8-carboxylate ClC1=C(C=C(N=N1)C1=CN=C2N1C=CC=C2C(=O)[O-])C